4-(3-(4-Chloro-7-azaindol-2-yl)propyl)morpholine ClC1=C2C=C(NC2=NC=C1)CCCN1CCOCC1